C(C)OC(C(C(=O)O)CC1=CC=C(C=C1)Cl)=O 2-(4-chloro-benzyl)-malonic acid monoethyl ester